N-(5-(5-methoxybenzo[d]thiazol-2-yl)pyridin-3-yl)acetamide COC=1C=CC2=C(N=C(S2)C=2C=C(C=NC2)NC(C)=O)C1